dimethyl-silyl-(2-methyl-4-phenyl-1H-inden-1-yl)(2,3,4,5-tetramethylcyclopenta-2,4-dienyl)zirconium dichloride [Cl-].[Cl-].C[SiH]([Zr+2](C1C(=C(C(=C1C)C)C)C)C1C(=CC2=C(C=CC=C12)C1=CC=CC=C1)C)C